C(C)(C)(C)OC(=O)N[C@H](C(C#N)NC1=C(C=C(C=C1)C1=CC(=CC=C1)C(C)(C)C)C(=O)OC)CC1=CNC2=CC=CC=C12 methyl 4-(((2S)-2-((tert-butoxycarbonyl)amino)-1-cyano-3-(1H-indol-3-yl)propyl)amino)-3'-(tert-butyl)-[1,1'-biphenyl]-3-carboxylate